(5-amino-8-bromo-3-methylcinnoline-6-yl)-[7-fluoro-1-(oxan-2-yl)indazol-4-yl]methanol NC1=C2C=C(N=NC2=C(C=C1C(O)C1=C2C=NN(C2=C(C=C1)F)C1OCCCC1)Br)C